COC=1C=CC(=NC1)B(O)O 5-METHOXYPYRIDINE-2-BORONIC ACID